NC=1C(=C(C=C2C=C(N=CC12)NC(=O)[C@@H]1C([C@H]1C=1C=NN(C1)C)C=1N=CNC1)C=1C=NC=CC1C)F (1S,3R)-N-(8-amino-7-fluoro-6-(4-methylpyridin-3-yl)isoquinolin-3-yl)-2-(1H-imidazol-4-yl)-3-(1-methyl-1H-pyrazol-4-yl)cyclopropane-1-carboxamide